N-(3,3-dimethylbutyl)octane-1,8-diamine CC(CCNCCCCCCCCN)(C)C